C(#N)C=1C=C(C=CC1)C1=CC(=NC2=CC=C(C=C12)CCCCC)OCC(=O)O 2-{[4-(3-cyanophenyl)-6-pentylquinolin-2-yl]oxy}acetic acid